ClC1=C(C(=CC(=N1)C(=O)O)OC)[N+](=O)[O-] 6-Chloro-4-methoxy-5-nitropyridinecarboxylic acid